The molecule is an N-(2-naphthyl)carboxamide obtained by formal condensation of the carboxy group of N-carbobenzyloxy-glycylglycyl-L-arginine with the amino group of 2-naphthylamine. It has a role as a chromogenic compound. It is a N-(2-naphthyl)carboxamide and a tripeptide. C1=CC=C(C=C1)COC(=O)NCC(=O)NCC(=O)N[C@@H](CCCN=C(N)N)C(=O)NC2=CC3=CC=CC=C3C=C2